5-[3,4-Dicarboxy-5-[4-[4-[(E)-3-oxo-3-phenylprop-1-enyl]phenyl]phenoxy]phenyl]-3-[4-[4-[(E)-3-oxo-3-phenylprop-1-enyl]phenyl]phenoxy]phthalic acid C(=O)(O)C=1C=C(C=C(C1C(=O)O)OC1=CC=C(C=C1)C1=CC=C(C=C1)\C=C\C(C1=CC=CC=C1)=O)C1=CC(=C(C(C(=O)O)=C1)C(=O)O)OC1=CC=C(C=C1)C1=CC=C(C=C1)\C=C\C(C1=CC=CC=C1)=O